C(C1=CC=CC=C1)N1CCN(CCN(CCC1)CC=1C(=C(C=C(C1)C)NC(C(CO)CO)=O)O)CC=1C(=C(C=C(C1)C)NC(C(CO)CO)=O)O N,N'-{(7-benzyl-1,4,7-triazecane-1,4-diyl)bis[methylene(2-hydroxy-5-methyl-3,1-phenylene)]}bis[3-hydroxy-2-(hydroxymethyl)propanamide]